NC(C(=O)NC1CCN(CC1)C1=NC(=C(C(=C1C#N)C1CC1)C#N)SC(C(=O)N)C1=CC=CC=C1)(C)C 2-amino-N-(1-(6-((2-amino-2-oxo-1-phenylethyl)thio)-3,5-dicyano-4-cyclopropylPyridin-2-yl)piperidin-4-yl)-2-methylpropanamide